C(C1=CC=CC=C1)N(CCOCCOCC#C)CC1=CC=CC=C1 N,N-dibenzyl-2-(2-prop-2-ynoxyethoxy)ethanamine